BrC\C=C(/CC/C=C(/CC/C=C(/CCC1C(O1)(C)C)\C)\C)\C 3-[(3E,7E,11Z)-13-bromo-3,7,11-trimethyltrideca-3,7,11-trien-1-yl]-2,2-dimethyloxirane